FC(CN1N=CC=2C1=NC(=CN2)N2CCC1(C(N(C(N1CC)=O)C1=NC(=NC=C1)C(F)(F)F)=O)CC2)F 8-(1-(2,2-difluoroethyl)-1H-pyrazolo[3,4-b]pyrazin-6-yl)-1-ethyl-3-(2-(trifluoromethyl)pyrimidin-4-yl)-1,3,8-triazaspiro[4.5]decane-2,4-dione